2-(4-chlorophenyl)-1-(3,4,5-trimethoxyphenyl)-1H-benzo[d]imidazole ClC1=CC=C(C=C1)C1=NC2=C(N1C1=CC(=C(C(=C1)OC)OC)OC)C=CC=C2